6-{7-carbamoyl-8-[(2-cyano-2-methylideneethyl)amino]naphthalen-2-yl}-N-{8-methyl-8-azabicyclo[3.2.1]octan-3-yl}pyridine-2-carboxamide C(N)(=O)C1=CC=C2C=CC(=CC2=C1NCC(=C)C#N)C1=CC=CC(=N1)C(=O)NC1CC2CCC(C1)N2C